4-(3-Iodo-4-nitrophenyl)morpholine IC=1C=C(C=CC1[N+](=O)[O-])N1CCOCC1